4-(2-Oxo-ethyl)-piperidine-1-carboxylic acid tert-butyl ester C(C)(C)(C)OC(=O)N1CCC(CC1)CC=O